ClC1=C(C=C(C=C1)F)C1(N(C(C=2C1=C(C=C1C=NNC21)C(=O)[O-])=O)CC2=CC=C(C=C2)OC)O 6-(2-chloro-5-fluorophenyl)-6-hydroxy-7-[(4-methoxyphenyl)methyl]-8-oxo-1,6,7,8-tetrahydropyrrolo[4,3-g]indazole-5-carboxylate